6-chloro-N-(5-chloro-1-cyclopropyl-1H-pyrazol-4-yl)-7-[4-(3-fluoroazetidin-1-yl)piperidin-1-yl]quinazolin-2-amine ClC=1C=C2C=NC(=NC2=CC1N1CCC(CC1)N1CC(C1)F)NC=1C=NN(C1Cl)C1CC1